N1N=CC(=C1)C1=CC=C(O1)C(=O)N 5-(1H-pyrazol-4-yl)furan-2-carboxamide